C(CCCCCCC)[Sn](CCCCCCCC)=O dioctyl-tin (IV) oxide